O[C@@H](CC(=O)OCCCCC)C amyl R-(-)-3-hydroxybutyrate